C1(CC1)C1=NC(=NN1)C1=CC=C(C=N1)N1C=CC=2C1=NC=C(C2)C(=O)N2CCC(CC2)(F)F (1-(6-(5-cyclopropyl-1H-1,2,4-triazol-3-yl)pyridin-3-yl)-1H-pyrrolo[2,3-b]pyridin-5-yl)(4,4-difluoropiperidin-1-yl)methanone